C(C)(C)(C)OC(=O)N1CC2=CC(=C(C=C2CC1)[N+](=O)[O-])F 7-fluoro-6-nitro-3,4-dihydroisoquinoline-2(1H)-carboxylic acid tert-butyl ester